N,N-dimethoxyaniline CON(C1=CC=CC=C1)OC